Cl.FC=1C(=C(C=C(C1)C=1C=NNC1)O)C=1N=NC(=CC1)OC1CC(NC(C1)(C)C)(C)C 3-fluoro-5-(1H-pyrazol-4-yl)-2-(6-((2,2,6,6-tetramethylpiperidin-4-yl)oxy)pyridazin-3-yl)phenol hydrochloride salt